FC=1C(=NC=2CN(CCC2C1)C=1C=NN(C1)C)N 3-fluoro-7-(1-methyl-1H-pyrazol-4-yl)-5,6,7,8-tetrahydro-1,7-naphthyridin-2-amine